4-(oxan-3-yl)-7,14-dioxa-10,19,20-triazatetracyclo[13.5.2.12,6.018,21]tricosa-1(20),2(23),3,5,15,17,21-heptaene O1CC(CCC1)C1=CC=2C3=NNC4=CC=C(OCCCNCCOC(=C1)C2)C=C34